(3-(2-(1-(3-methoxybenzyl)-1H-pyrazol-4-ylamino)-[1,2,4]triazolo[1,5-a]pyridin-5-yloxy)phenyl)acrylamide COC=1C=C(CN2N=CC(=C2)NC2=NN3C(C=CC=C3OC=3C=C(C=CC3)C(C(=O)N)=C)=N2)C=CC1